COC1=C(C=CC(=C1)S(=O)(=O)C)C1N(CCCCC1)C=O 2-(2-methoxy-4-methyl-sulfonyl-phenyl)azepane-1-carbaldehyde